(3S)-4-{7-[(1S,2R,4R)-bicyclo[2.2.1]hept-2-yl]-5-(2-oxopyrrolidin-1-yl)-7H-pyrrolo[2,3-d]pyrimidin-4-yl}-3-methylpiperazine-1-carboxylic acid tert-butyl ester C(C)(C)(C)OC(=O)N1C[C@@H](N(CC1)C=1C2=C(N=CN1)N(C=C2N2C(CCC2)=O)[C@H]2[C@H]1CC[C@@H](C2)C1)C